The molecule is a nicotinic acid dinucleotide. It is a conjugate base of a deamido-NAD(+). It is a conjugate acid of a deamido-NAD(2-). C1=CC(=C[N+](=C1)[C@H]2[C@@H]([C@@H]([C@H](O2)COP(=O)([O-])OP(=O)(O)OC[C@@H]3[C@H]([C@H]([C@@H](O3)N4C=NC5=C(N=CN=C54)N)O)O)O)O)C(=O)O